N1=CC(=CC=C1)C=1C=CC2=C(N(C(=N2)C2=CC(=CN2COCC[Si](C)(C)C)C(=O)C2=C(C=CC=C2)C(F)(F)F)COCC[Si](C)(C)C)C1 (5-(6-(pyridin-3-yl)-1-((2-(trimethylsilyl)ethoxy)methyl)-1H-benzo[d]imidazol-2-yl)-1-((2-(trimethylsilyl)ethoxy)methyl)-1H-pyrrol-3-yl)(2-(trifluoromethyl)phenyl)methanone